Cl.C(C(=C)C)(=O)OC(CN1CN(C=C1)CCCCCCCCCC)C 1-(2-methacryloxypropyl)-3-decylimidazole hydrochloride